OC1CC(C1)CC(=O)OCC1=CC=CC=C1 benzyl 3-hydroxy-2-cyclobutylacetate